1H-benzotriazol-1-yloxytripyrrolidinyl-(pyrrolidino)phosphonium hexafluorophosphate F[P-](F)(F)(F)(F)F.N1(N=NC2=C1C=CC=C2)OC2N(CCC2)[P+](N2CCCC2)(N2CCCC2)N2CCCC2